ClC1=C(OC2=CC(=CC3=C2NC(=NS3(=O)=O)NCC=3C=C(C#N)C=CC3)C)C=CC=C1 3-(((5-(2-chlorophenoxy)-7-methyl-1,1-dioxido-4H-benzo[e][1,2,4]thiadiazin-3-yl)amino)methyl)benzonitrile